6-chloro-N-methyl-1-((2-(trimethylsilyl)ethoxy)methyl)-1H-pyrrolo[2,3-b]pyridin-4-amine ClC=1C=C(C2=C(N1)N(C=C2)COCC[Si](C)(C)C)NC